COC(=O)C=1C=CC=2C3=C(NC2C1)C=CN=C3 5H-pyrido[4,3-b]indole-7-carboxylic acid methyl ester